myristyl-dimethylaminoacetic acid C(CCCCCCCCCCCCC)C(C(=O)O)N(C)C